(R)-2-(2-(sec-butylamino)-1,1-difluoro-2-oxoethyl)-N-(4-fluoro-3-methylphenyl)-1-methyl-1H-pyrrole-3-carboxamide [C@@H](C)(CC)NC(C(F)(F)C=1N(C=CC1C(=O)NC1=CC(=C(C=C1)F)C)C)=O